1-(2-hydroxyethyl)piperazine bromide [Br-].OCCN1CCNCC1